N-(2-phenyl-1,2,3,4-tetrahydroquinolin-6-yl)acetamide C1(=CC=CC=C1)C1NC2=CC=C(C=C2CC1)NC(C)=O